OC(CC)=C1C(OC(OC1=O)(C)C)=O 5-(1-hydroxy-propylidene)-2,2-dimethyl-1,3-dioxane-4,6-dione